COC=1C(=C2C=CNC2=C(C1)C)CN1C(C2N(CC1)C(CC2)=O)C2=CC=C(C(=O)O)C=C2 4-(2-((5-methoxy-7-methyl-1H-indol-4-yl)methyl)-6-oxooctahydropyrrolo[1,2-a]pyrazin-1-yl)benzoic acid